C1(CC1)C1=CC=2N(C(N=C(C2S1)N(C)C)=O)C=1C=C(C(=O)N(C)C2=C(C=CC=C2)F)C=CC1 3-[6-cyclopropyl-4-(dimethylamino)-2-oxothieno[3,2-d]pyrimidin-1-yl]-N-(2-fluorophenyl)-N-methylbenzamide